N-(4-butylphenyl)acrylamide C(CCC)C1=CC=C(C=C1)NC(C=C)=O